methyl 4-(6-(4,4-difluoropiperidine-1-carbonyl)-3H-[1,2,3]triazolo[4,5-b]pyridin-3-yl)benzoate FC1(CCN(CC1)C(=O)C=1C=C2C(=NC1)N(N=N2)C2=CC=C(C(=O)OC)C=C2)F